ClC1=C(C(=O)NC2=NN=NN2C)C=CC(=C1SCC)C(F)(F)F 2-Chloro-3-(ethylsulfanyl)-N-(1-methyl-1H-tetrazol-5-yl)-4-(trifluoromethyl)benzamid